5,10,15,20-Tetra(4-pyridyl)porphyrin N1=CC=C(C=C1)C=1C2=CC=C(N2)C(=C2C=CC(C(=C3C=CC(=C(C=4C=CC1N4)C4=CC=NC=C4)N3)C3=CC=NC=C3)=N2)C2=CC=NC=C2